1-(benzyloxy)-3-fluoro-5-methyl-2-nitrobenzene C(C1=CC=CC=C1)OC1=C(C(=CC(=C1)C)F)[N+](=O)[O-]